tert-Butyl N-[4-cyano-5-[4-[2-[[3-(3,3-dimethylcyclobutyl) isoxazol-5-yl] amino]-2-oxo-ethyl]-2,3-difluoro-phenyl]-2-isopropyl-pyrazol-3-yl]carbamate C(#N)C1=C(N(N=C1C1=C(C(=C(C=C1)CC(=O)NC1=CC(=NO1)C1CC(C1)(C)C)F)F)C(C)C)NC(OC(C)(C)C)=O